1-(3-((4-((5-(furan-2-yl)-2-(2-hydroxypropan-2-yl)phenyl)amino)-7-methoxyquinazolin-6-yl)oxy)azetidin-1-yl)prop-2-en-1-one O1C(=CC=C1)C=1C=CC(=C(C1)NC1=NC=NC2=CC(=C(C=C12)OC1CN(C1)C(C=C)=O)OC)C(C)(C)O